OC1=CC=C2C(C(COC2=C1)C1=CC(=CC=C1)OC)C1=CC=C(C=C1)N1CCC(CC1)C=O 1-(4-(7-hydroxy-3-(3-methoxyphenyl)chroman-4-yl)phenyl)piperidine-4-carbaldehyde